4-[(1S)-1-[[1-(2-Phenoxyethylamino)cyclopentanecarbonyl]amino]ethyl]benzoic acid, hydrochloride Cl.O(C1=CC=CC=C1)CCNC1(CCCC1)C(=O)N[C@@H](C)C1=CC=C(C(=O)O)C=C1